FC1=CC=2N(C=C1)C(=CN2)C2=C1CNC(C1=C(C=C2)NC2=NC=C(C=C2)N2CC(CCC2)C2(CN(C2)C)O)=O 4-(7-fluoro-imidazo[1,2-a]pyridin-3-yl)-7-((5-(3-(3-hydroxy-1-methylazetidin-3-yl)piperidin-1-yl)pyridin-2-yl)amino)isoindolin-1-one